C(#N)C1=C(C=O)C=C(C=C1)F 2-CYANO-5-FLUOROBENZALDEHYDE